C(CCCCCCCCCCC)C(C(=S)OCC(CO)(CO)CO)(C)CCC pentaerythritol dodecyl-propyl-thiopropionate